gamma-(glycidoxypropyl)propylmethyltriethoxysilane C(C1CO1)OCCCCCCC(C)O[Si](OCC)(OCC)C